2-(tert-Butyl)-4-fluoro-1'-methylspiro[indole-3,3'-indolin]-2'-one C(C)(C)(C)C1=NC2=CC=CC(=C2C12C(N(C1=CC=CC=C21)C)=O)F